Tert-butyl ((3-(2-((tert-butyldimethylsilyl)oxy)ethoxy)-5-((trimethylsilyl)ethynyl)pyridin-2-yl)methyl)carbamate [Si](C)(C)(C(C)(C)C)OCCOC=1C(=NC=C(C1)C#C[Si](C)(C)C)CNC(OC(C)(C)C)=O